NC1=NN2C(C(=CC(=C2)OCC)C=2C=NC(=CC2)N2CC3N(C(C2)C3)CC3=NC=C(C=C3)F)=C1C#N 2-amino-4-(6-(6-((5-fluoropyridin-2-yl)methyl)-3,6-diazabicyclo[3.1.1]heptan-3-yl)pyridin-3-yl)-6-ethoxypyrazolo[1,5-a]pyridine-3-carbonitrile